C(C)(C)(C)OC(=O)C1=CC=NC2=CC=C(C=C12)N1C[C@@H]([C@H](C1)F)F 6-((3S,4S)-3,4-difluoropyrrolidin-1-yl)quinoline-4-carboxylic acid tert-butyl ester